COC1=CC=CC=C1F fluoroanisole